4-oxopentanoic acid octyl ester C(CCCCCCC)OC(CCC(C)=O)=O